FC=1C=C2C(=CNC2=C(C1)[N+](=O)[O-])CCN 2-(5-fluoro-7-nitro-1H-indol-3-yl)ethylamine